5,5'-diisopropyl-3,3'-dimethyl-6,6',7,7'-tetrakis(((trifluoromethyl) sulfonyl) oxy)-[2,2'-binaphthalene]-1,1'-diacetate C(C)(C)C=1C2=CC(=C(C(=C2C=C(C1OS(=O)(=O)C(F)(F)F)OS(=O)(=O)C(F)(F)F)CC(=O)[O-])C=1C(=C2C=C(C(=C(C2=CC1C)C(C)C)OS(=O)(=O)C(F)(F)F)OS(=O)(=O)C(F)(F)F)CC(=O)[O-])C